8-Chloro-3-isopropyl-6-(trifluoromethyl)imidazo[1,2-a]pyridine ClC=1C=2N(C=C(C1)C(F)(F)F)C(=CN2)C(C)C